N[C@H](C(=O)N1[C@@H](C[C@H](C1)O)C(=O)NCC1=NC=C(N=C1)C1=C(N=CS1)C)C(C)(C)C (2S,4R)-1-[(2S)-2-amino-3,3-dimethyl-butanoyl]-4-hydroxy-N-[[5-(4-methylthiazol-5-yl)pyrazin-2-yl]methyl]pyrrolidine-2-carboxamide